C(C)C1=CC(=CC=C1)N=C=O 1-ethyl-3-isocyanatobenzene